N-((4'-fluoro-3-(3-methyl-1H-pyrazol-1-yl)-[1,1'-biphenyl]-4-yl)methyl)propionamide FC1=CC=C(C=C1)C1=CC(=C(C=C1)CNC(CC)=O)N1N=C(C=C1)C